C(C)(=O)N(C=1SC=CC1C(=O)O)C1CCCC1 2-[acetyl(cyclopentyl)amino]thiophene-3-carboxylic acid